C(C)(C)(C)OC(=O)NC1=CC=2N(C(=C1)C)N=CC2C(=O)OCC ethyl 5-(tert-butoxycarbonylamino)-7-methyl-pyrazolo[1,5-a]pyridine-3-carboxylate